C(CC)C(C(=O)NC1=NC(N(C=C1)[C@H]1[C@H]([C@@H]([C@H](S1)CO[P@](=O)(OC1=CC=CC=C1)N[C@H](C(=O)OC(C)C)C)O)F)=O)CCC (S)-isopropyl 2-(((S)-(((2R,3S,4S,5R)-5-(4-(2-propylpentanamido)-2-oxopyrimidin-1(2H)-yl)-4-fluoro-3-hydroxytetrahydrothiophen-2-yl)methoxy)(phenoxy)phosphoryl)amino)propanoate